C(C(C)C)(=O)OC=1C(=NC=CC1OC)C(N[C@@H](C)C1=NOC(=N1)C1=CC=CC=C1)=O (S)-4-methoxy-2-((1-(5-phenyl-1,2,4-oxadiazol-3-yl)ethyl)carbamoyl)pyridin-3-yl isobutyrate